(R)-N-methyl-3-((6-oxo-6,7,8,9-tetrahydro-5H-cyclopenta[c][1,6]naphthyridin-3-yl)methyl)-1,2,3,4,4a,5-hexahydropyrazino[1,2-d]pyrido[2,3-b][1,4]oxazine-8-carboxamide CNC(=O)C=1C=CC2=C(OC[C@@H]3N2CCN(C3)CC3=NC=C2C4=C(C(NC2=C3)=O)CCC4)N1